NC1=C(C=CC(=C1)NCCC1=CC=C(C=C1)C(F)(F)F)NC(CCCCCC)=O N-(2-amino-4-((4-(trifluoromethyl)phenethyl)amino)phenyl)heptanamide